3-(3-aminopropylamino)propyltrimethoxysilane NCCCNCCC[Si](OC)(OC)OC